COC(NC1=CC=C2C3=CNC([C@H](C/C=C/CCCCC2=C1)NC(\C=C\C1=C(C=CC(=C1)Cl)N1N=NN=C1)=O)=N3)=O {(E)-(S)-15-[(E)-3-(5-Chloro-2-tetrazol-1-yl-phenyl)-acryloylamino]-17,19-diaza-tricyclo[14.2.1.02,7]nonadeca-1(18),2,4,6,12,16(19)-hexaen-5-yl}-carbamic Acid methyl ester